FC=1C=C(C(=O)O)C=C(C1F)O 3,4-difluoro-5-hydroxybenzoic acid